OC1=C(C=C(CC2=C(C(=CC(=C2)C2=CC=CC=C2)CC2=CC(=C(C=C2)O)C)O)C=C1)C 2,6-bis(4-hydroxy-3-methylbenzyl)-4-phenyl-phenol